C(C)(=O)C1=C(C=C(C=C1)Cl)C1=CC(N(C=C1OC)C(C(=O)NC1=C(C=C(C=C1)C#N)F)CC1=CC=CC=C1)=O 2-(4-(2-acetyl-5-chlorophenyl)-5-methoxy-2-oxopyridin-1(2H)-yl)-N-(4-cyano-2-fluorophenyl)-3-phenylpropanamide